FC=1C=CC2=C(CCO2)C1CNC1=NC=C(C=2N1C=NN2)C=2C=1N(C(=CC2)C(=O)OC)C=CN1 Methyl 8-(5-(((5-fluoro-2,3-dihydrobenzofuran-4-yl)methyl)amino)-[1,2,4]triazolo[4,3-c]pyrimidin-8-yl)imidazo[1,2-a]pyridine-5-carboxylate